neryl crotonate C(\C=C\C)(=O)OC\C=C(\C)/CCC=C(C)C